C(C)(C)(C)OC(=O)[C@@H]1O[C@]([C@H]([C@H]1C1=C(C(=C(C=C1)F)F)CO)C)(C(F)(F)F)C (2r,3s,4s,5r)-3-(3,4-difluoro-2-(hydroxymethyl)phenyl)-4,5-dimethyl-5-(trifluoromethyl)tetrahydrofuran-2-carboxylic acid tert-butyl ester